C(C)(C)(C)OC(NC1=NC(=CC=C1)CCC(C)(C)O)=O (6-(3-hydroxy-3-methylbutyl)pyridin-2-yl)carbamic acid tert-butyl ester